Di(sec-butyl)germanium C(C)(CC)[Ge]C(C)CC